Natrium phosphonat P([O-])([O-])=O.[Na+].[Na+]